NCC=1C=C(C=CC1)O 3-(aminomethyl)phenol